FC(C1=CC=C(C(=N1)C1=CC=C2C=CC=NC2=C1)C1=CN=C(O1)CC(C(F)(F)F)(C)C)F 5-(6-(difluoromethyl)-2-(quinolin-7-yl)pyridin-3-yl)-2-(3,3,3-trifluoro-2,2-dimethylpropyl)oxazole